CC(C)(C)[O-].[Li+] Lithium tert-Butoxide